C(C)N1C(=CC2=CC=CC(=C12)C)C1=NC2=C(N1C)C=CC(=C2)C(=O)N2CC(CCC2)NC(OC(C)(C)C)=O 1,1-Dimethylethyl (1-{[2-(1-ethyl-7-methyl-1H-indol-2-yl)-1-methyl-1H-benzimidazol-5-yl]carbonyl}-3-piperidinyl)carbamate